(2R,3S,4S)-5-(7,8-dimethyl-2,4-dioxo-3,4-dihydrobenzo[g]pteridin-10(2H)-yl)pentane-1,2,3,4-tetrayl tetraacetate C(C)(=O)OC[C@H]([C@H]([C@H](CN1C2=C(N=C3C(NC(N=C13)=O)=O)C=C(C(=C2)C)C)OC(C)=O)OC(C)=O)OC(C)=O